CN1CCC(CC1)C1=CC=CC(=N1)NC1=CC2=C(C=N1)SC(=N2)C2=NC=CC=C2C 6-(1-Methylpiperidin-4-yl)-N-[2-(3-methylpyridin-2-yl)-[1,3]thiazolo[5,4-c]pyridin-6-yl]pyridin-2-amine